CS(=O)(=O)OC(C(=O)N)C1=CC(=NC=C1)C 2-amino-1-(2-methylpyridin-4-yl)-2-oxoethyl methanesulfonate